(S)-2-(3-Isopropyl-1-methyl-4-oxo-1,4-dihydro-5H-pyrazolo[3,4-d]pyridazin-5-yl)-N-(1-(4-(trifluoromethyl)phenyl)ethyl)acetamid C(C)(C)C1=NN(C=2C=NN(C(C21)=O)CC(=O)N[C@@H](C)C2=CC=C(C=C2)C(F)(F)F)C